2-[[2-oxo-3-(3-oxo-4H-pyrido[3,2-b][1,4]oxazin-6-yl)-1-oxa-3,8-diazaspiro[4.5]decan-8-yl]methyl]-2,3-dihydro-1H-indene-4-carbonitrile O=C1OC2(CN1C=1C=CC=3OCC(NC3N1)=O)CCN(CC2)CC2CC=1C=CC=C(C1C2)C#N